NCC1(CN(C1)S(=O)(=O)C1=C(C=C(C=C1)Cl)Cl)COC1=CC(=C(C#N)C=C1)F 4-((3-(Aminomethyl)-1-((2,4-dichlorophenyl)sulfonyl)azetidin-3-yl)methoxy)-2-fluorobenzonitrile